CN1N=CC=C1C1CCN(CC1)C1CC2(C1)CN(CC2)C(=O)OCC ethyl (2r,4s)-2-(4-(1-methyl-1H-pyrazol-5-yl)piperidin-1-yl)-6-azaspiro[3.4]octane-6-carboxylate